CCCCCCCCC(CCCCCCCC)OC(CCCCCCCN(CCCCCCCC(OC(CC)CCCCCCCC)=O)CCCS(NC1CC1)(=O)=O)=O.C(C)(C)C1=CC2=C(C=C(C2=C(C=C1)C)SC1=CC=CC=C1)C 5-isopropyl-3,8-dimethyl-azulen-1-yl-(phenyl)sulfane heptadecan-9-yl-8-{[3-(cyclopropylsulfamoyl)propyl][8-oxo-8-(undecan-3-yloxy)octyl]amino}octanoate